C(CCCCCCCCCCCCCCC)N1C(=C(C(C(=C1)O)=O)O)CC N-hexadecyl-2-ethyl-3,5-dihydroxypyridin-4-one